FC1=CC=C2C(N3C(=NC2=C1)C(C1=CC(=CC=C13)S(=O)(=O)C)=O)=O 3-fluoro-8-(methylsulfonyl)indolo[2,1-b]quinazoline-6,12-dione